C(#N)C1=NC=CC=C1N(C(=O)OC(C)(C)C)C(=O)OC(C)(C)C Di-tert-butyl (2-cyanopyridin-3-yl)-2-imidodicarbonate